CC1=CC(=C2C=C(C(=NC2=C1)N1CCOCC1)C1=CC=C(C=C1)N1CCN(CC1)C1COC1)C(C)O 1-(7-methyl-2-morpholino-3-(4-(4-(oxetan-3-yl)piperazin-1-yl)phenyl)quinolin-5-yl)ethan-1-ol